COCCOC=1C=C2C=NC(NC2=CC1OCCOC)=O 6,7-bis(2-methoxyethoxy)quinazolinone